(3R,10S,14S)-1-[(1r,4S)-4-(aminomethyl)cyclohexyl]-3-[(isoquinolin-7-yl)methyl]-1,4,12-trioxo-2,5,11,13-tetraazahexadecane-10,14,16-tricarboxylic acid NCC1CCC(CC1)C(N[C@@H](C(NCCCC[C@H](NC(N[C@@H](CCC(=O)O)C(=O)O)=O)C(=O)O)=O)CC1=CC=C2C=CN=CC2=C1)=O